Ethyl 2-((1-methyl-1H-pyrazol-3-yl)amino)oxazole-5-carboxylate CN1N=C(C=C1)NC=1OC(=CN1)C(=O)OCC